tert-butyl ((4-(7-cyano-4-(morpholinomethyl)quinolin-2-yl)phenyl)(imino)methyl)carbamate C(#N)C1=CC=C2C(=CC(=NC2=C1)C1=CC=C(C=C1)C(=N)NC(OC(C)(C)C)=O)CN1CCOCC1